1-(3-(carboxymethyl)-2,3-dihydrobenzofuran-6-yl)-6-(trifluoromethoxy)-1H-indole-2-carboxylic acid C(=O)(O)CC1COC2=C1C=CC(=C2)N2C(=CC1=CC=C(C=C21)OC(F)(F)F)C(=O)O